tert-butyl (7-fluoro-6-(2-isopropoxy-4-methylpyrimidin-5-yl)-3-((6-isopropyl-7-oxo-5,6,7,8-tetrahydro-4H-pyrazolo[1,5-d][1,4]diazepin-2-yl)amino)isoquinolin-8-yl)carbamate FC1=C(C=C2C=C(N=CC2=C1NC(OC(C)(C)C)=O)NC1=NN2CC(N(CCC2=C1)C(C)C)=O)C=1C(=NC(=NC1)OC(C)C)C